[Si]([O-])([O-])([O-])[O-] Ortho-silicate